CC1=CC=C(C=C1)S(=O)(=O)OCC[C@@H]([C@H](C)NC(=O)OCC1=CC=CC=C1)O[Si](C)(C)C(C)(C)C (3S,4S)-4-(((benzyloxy)carbonyl)amino)-3-((tert-butyldimethylsilyl)oxy)pentyl 4-methylbenzenesulfonate